N-(2,4-dimethyl-5-oxo-7,8-dihydro-6H-pyrazolo[1,5-a][1,3]diazepin-6-yl)-1H-1,2,4-triazole-3-carboxamide CC1=NN2C(N(C(C(CC2)NC(=O)C2=NNC=N2)=O)C)=C1